CC1(CC1)S(=O)(=O)N 1-methylcyclopropane-1-sulfonamide